[[5-[1-(2,6-difluoro-4-iodophenyl)-1H-pyrazol-3-yl]-2-methylphenyl]methyl]carbamate FC1=C(C(=CC(=C1)I)F)N1N=C(C=C1)C=1C=CC(=C(C1)CNC([O-])=O)C